2-((4-((5-(2-aminopyridin-3-yl)isoxazol-3-yl)methyl)benzyl)amino)acetonitrile NC1=NC=CC=C1C1=CC(=NO1)CC1=CC=C(CNCC#N)C=C1